4-((3-(4-(difluoromethoxy)-2,3-difluorophenyl)imidazo[1,2-a]pyrazin-8-yl)amino)-2-ethyl-N-((4-(hydroxymethyl)-2-oxooxazolidin-4-yl)methyl)benzamide FC(OC1=C(C(=C(C=C1)C1=CN=C2N1C=CN=C2NC2=CC(=C(C(=O)NCC1(NC(OC1)=O)CO)C=C2)CC)F)F)F